BrC1C(CC=2C1=NNC(C2C(F)(F)F)=O)(C)C 7-bromo-6,6-dimethyl-4-(trifluoromethyl)-5,7-dihydro-2H-cyclopenta[c]pyridazin-3-one